FC1=CC=C(C=C1)C1=C(COC2(CCCC2)C1)CC#N 2-(9-(4-fluorophenyl)-6-oxaspiro[4.5]dec-8-en-8-yl)acetonitrile